C(CCCC)C(C=CC1=CC=CC=C1)O pentyl-cinnamyl alcohol